[Si](C)(C)(C(C)(C)C)OC=1C(=C(C=CC1)CO)C1OCCO1 {3-[(tert-butyldimethylsilyl)oxy]-2-(1,3-dioxolan-2-yl)phenyl}methanol